C(C)(C)(C)OC(NC/C(=C\F)/COC=1C=NC(=NC1)N1CCC(CC1)N1C(CCC1)=O)=O N-[(E)-3-fluoro-2-[[2-[4-(2-oxopyrrolidin-1-yl)-1-piperidinyl]pyrimidin-5-yl]oxymethyl]allyl]carbamic acid tert-butyl ester